C12(C3C4C5C3C1C5C24)C(=O)O.CC=2SC(=CC2)C 2,5-dimethyl-thiophene cubane-1-carboxylate